undecyl 4-((2-hydroxyethyl)(2-((2-hydroxyethyl)amino)ethyl)amino)butyrate OCCN(CCCC(=O)OCCCCCCCCCCC)CCNCCO